FC1=C(C=CC=C1F)CN1[C@@H](CCC1=O)CC(=O)NC1=NC=NN1C 2-[(2S)-1-[(2,3-difluorophenyl)methyl]-5-oxopyrrolidin-2-yl]-N-(1-methyl-1H-1,2,4-triazol-5-yl)acetamid